2-(4-(dipentylamino)piperidin-1-yl)ethyl nonyl hydrogen phosphate P(=O)(OCCN1CCC(CC1)N(CCCCC)CCCCC)(OCCCCCCCCC)O